CC1=C(C=CC=C1)C1=C(C(=CC=C1)N)N (2-methylphenyl)benzene-1,2-diamine